2,3-dibutyl-1,4-Dibenzylcarboxybutane C(CCC)C(C(CC1=CC=CC=C1)C(=O)O)C(CCC1=CC=CC=C1)CCCC